4-hydroxymethyl-1-isopropylnaphthalene OCC1=CC=C(C2=CC=CC=C12)C(C)C